(dimethylamino)-pentanoic acid CN(C)C(C(=O)O)CCC